C1NCC12CCN(CC2)C2=CC=NC=C2 4-(2,7-diazaspiro[3.5]non-7-yl)pyridine